C[C@H]1[C@@H]2CN3C=CC4=C5C=CC=CC5=NC4=C3C[C@@H]2C(=CO1)C(=O)OC The molecule is an indole alkaloid with formula C21H20N2O3, isolated from several Rauvolfia species and exhibits antipsychotic activity. It has a role as an antipsychotic agent. It is a methyl ester, an organic heteropentacyclic compound, a zwitterion and an indole alkaloid. It is a conjugate base of an alstonine(1+).